ClC=1C=C(C=C2C(C=C(OC12)C1=C(OCCCNC(C(=O)O)=O)C=C(C=C1)C(F)(F)F)=O)OC 2-[3-[2-(8-chloro-6-methoxy-4-oxo-chromen-2-yl)-5-(trifluoromethyl)phenoxy]propylamino]-2-oxo-acetic acid